C(C(=C)C)(=O)OC1=C(C(=C(C=C1)C(C)(C)C1=C(C(=C(C(=C1)OCC)OC(C(=C)C)=O)OCC)OCC)OCCC)OCCC 2-(4-methacryloyloxydipropoxyphenyl)-2-(4-methacryloyloxytriethoxyphenyl)propane